cyano-Indanone C1C(C(=O)C2=CC=CC=C21)C#N